NC1=NN2C(C=C(C=C2)C=2C=NC(=C(C(=O)NCC3=C(C=CC(=C3)OC(F)(F)F)F)C2)CC)=N1 5-(2-amino-[1,2,4]triazolo[1,5-a]pyridin-7-yl)-2-ethyl-N-(2-fluoro-5-(trifluoromethoxy)benzyl)nicotinamide